4-(benzo[d]thiazol-2-yl)-1-methylpyridin-1-ium S1C(=NC2=C1C=CC=C2)C2=CC=[N+](C=C2)C